FC1=CC=C(C=C1)N1C[C@H](N(CC1)CC[C@@H]1OC(C2(C1)CCN(CC2)C(=O)OC(C)(C)C)=O)C tert-butyl (R)-3-(2-((R)-4-(4-fluorophenyl)-2-methylpiperazin-1-yl) ethyl)-1-oxo-2-oxa-8-azaspiro[4.5]decane-8-carboxylate